(S)-5-chloro-2-(6-((1-methylpiperidin-3-yl)amino)-4-(trifluoromethyl)pyridazin-3-yl)phenol ClC=1C=CC(=C(C1)O)C=1N=NC(=CC1C(F)(F)F)N[C@@H]1CN(CCC1)C